1-bromo-4-(4-propylcyclohexyl)-2-fluorobenzene BrC1=C(C=C(C=C1)C1CCC(CC1)CCC)F